N-(6-amino-5-ethyl-3-pyridyl)-2-[(2S,6R)-2-methyl-6-[2-(1-methyl-4-piperidyl)benzothiophen-5-yl]-1-piperidyl]-2-oxo-acetamide NC1=C(C=C(C=N1)NC(C(=O)N1[C@H](CCC[C@@H]1C=1C=CC2=C(C=C(S2)C2CCN(CC2)C)C1)C)=O)CC